CO[C@@H](C)N1CC=CC2=NC=CC=C12 |o1:2| (1-rel-(S)-1-methoxyethyl)-1,5-naphthyridin